C1(=CC=CC=C1)C=1NC=C(N1)C1=CC=CC=C1 2,4-Diphenyl-imidazole